tert-butyl (3-(5-(5-ethoxypyridin-2-yl)-4-(pyridin-2-yl)-4H-1,2,4-triazol-3-yl)bicyclo[1.1.1]pentan-1-yl)carbamate C(C)OC=1C=CC(=NC1)C=1N(C(=NN1)C12CC(C1)(C2)NC(OC(C)(C)C)=O)C2=NC=CC=C2